hydroxyphenyl-thiazine OC1=C(NSC=C1)C1=CC=CC=C1